(1S,3S)-3-((6-(3-Methyl-4-(((5-propyl-1,3,4-thiadiazol-2-yl)amino)methyl)isoxazol-5-yl)pyridin-3-yl)oxy)cyclohexan CC1=NOC(=C1CNC=1SC(=NN1)CCC)C1=CC=C(C=N1)OC1CCCCC1